The molecule is an organosulfinic acid that is methane in which one of the hydrogens has been replaced by a sulfino group. It is a conjugate acid of a methanesulfinate. CS(=O)O